6-hydroxymethyl-7,8-dihydropterin OCC1=NC=2C(NC(=NC2NC1)N)=O